(3-{4-chloro-3-cyclopropyl-1H-pyrrolo[2,3-b]pyridin-3-yl}phenyl)imidazolidin-2-one ClC1=C2C(=NC=C1)NCC2(C2CC2)C=2C=C(C=CC2)N2C(NCC2)=O